C(C)OC(C(C)C1CC(CC1)C(=O)O)=O 3-(2-ethoxy-1-methyl-2-oxo-ethyl)cyclopentanecarboxylic acid